N1(CCCC1)C(=O)[C@@H]1CCCC=2N1C(N(N2)CC2=CC(=NC=C2)C(F)(F)F)=O (5S)-5-(Pyrrolidin-1-ylcarbonyl)-2-{[2-(trifluoromethyl)pyridin-4-yl]methyl}-5,6,7,8-tetrahydro[1,2,4]triazolo[4,3-a]pyridin-3(2H)-one